OCCOCCO (hydroxyethyl)ether